2-Cyclohexyl-8-(1-hydroxyethyl)-6-methyl-chromen-4-one C1(CCCCC1)C=1OC2=C(C=C(C=C2C(C1)=O)C)C(C)O